methyl 2-[4-(2,2-dicyano-1-hydroxy-vinyl)phenyl]acetate C(#N)C(=C(O)C1=CC=C(C=C1)CC(=O)OC)C#N